6-allyl-2-((4-(4-methylpiperazin-1-yl)phenyl)amino)-8,9-dihydroimidazo[1,2-a]pyrimido[5,4-e]pyrimidin-5(6H)-one C(C=C)N1C=2N(C3=C(C1=O)C=NC(=N3)NC3=CC=C(C=C3)N3CCN(CC3)C)CCN2